FC(COC1=C(C=C(C(=N1)OC)NS(=O)(=O)C=1C=2C=CC(=NC2C=CC1)N(C)C)F)F N-[6-(2,2-difluoroethoxy)-5-fluoro-2-methoxy-3-pyridinyl]-2-(dimethylamino)quinoline-5-sulfonamide